1-(2-((2S,4R)-2-(3-(2-chlorophenyl)-1,2,4-thiadiazol-5-ylcarbamoyl)-4-fluoropyrrolidin-1-yl)-2-oxoethyl)-5-(pyridazin-4-yl)-1H-indazole-3-carboxamide ClC1=C(C=CC=C1)C1=NSC(=N1)NC(=O)[C@H]1N(C[C@@H](C1)F)C(CN1N=C(C2=CC(=CC=C12)C1=CN=NC=C1)C(=O)N)=O